ClC1=C(C=C(C=C1)C(F)(F)F)C=1C=C2CC(C(C2=CC1)NC(O[C@@H]1CN2CCC1CC2)=O)(C)C (S)-quinuclidin-3-yl (5-(2-chloro-5-(trifluoromethyl)phenyl)-2,2-dimethyl-2,3-dihydro-1H-inden-1-yl)carbamate